ClC1=CC(=CN=N1)P(C)(C)=O (6-chloropyridazin-4-yl)dimethylphosphine oxide